6-((1r,3r)-3-(1-isopropyl-3-(6-(trifluoromethyl)pyridin-3-yl)-1H-1,2,4-triazol-5-yl)cyclopentyl)-2-thia-6-azaspiro[3.4]octane 2,2-dioxide C(C)(C)N1N=C(N=C1[C@H]1C[C@@H](CC1)N1CC2(CS(C2)(=O)=O)CC1)C=1C=NC(=CC1)C(F)(F)F